C1(=CC(=CC=C1)C=1N=C(SC1)N)C 4-(m-tolyl)thiazol-2-amine